FC=1C=C(SC1)C(=O)NC1CCC(CC1)NC1=CC(=NC2=CC=CC=C12)C(F)(F)F 4-fluoro-N-[(1s,4s)-4-{[2-(trifluoromethyl)quinolin-4-yl]amino}cyclohexyl]thiophene-2-carboxamide